CN1CC(CC1)C=1C=CC(=NC1)N 5-(1-methyl-pyrrolidin-3-yl)pyridin-2-amine